4-(tert-butyl)phenylmethanethiol C(C)(C)(C)C1=CC=C(C=C1)CS